Ethyl (S)-3-(5-cyclopropyl-4-fluoro-2'-(hex-5-en-1-yl)-4'-methyl-[1,1'-biphenyl]-3-yl)-3-((R)-2-((methylsulfonyl)oxy)pent-4-enamido)propanoate C1(CC1)C=1C(=C(C=C(C1)C1=C(C=C(C=C1)C)CCCCC=C)[C@H](CC(=O)OCC)NC([C@@H](CC=C)OS(=O)(=O)C)=O)F